methyl (S)-3-(8-chloro-6-(2-fluorophenyl)-1-((2-(4-methylpiperazin-1-yl)ethyl)thio)-4H-benzo[f][1,2,4]triazolo[4,3-a][1,4]diazepin-4-yl)propionate ClC=1C=CC2=C(C(=N[C@H](C=3N2C(=NN3)SCCN3CCN(CC3)C)CCC(=O)OC)C3=C(C=CC=C3)F)C1